FC=1C=C2C(=CN(C2=CC1C(=O)OC)C)C(NC1=CNC2=CC=C(C=C12)F)=O methyl 5-fluoro-3-[(5-fluoro-1H-indol-3-yl) carbamoyl]-1-methyl-indole-6-carboxylate